3-((5-chloro-4-(1-(6-oxo-1,6-dihydropyridin-3-yl)-1H-pyrazol-4-yl)pyrimidin-2-yl)amino)-N-methylcyclobutane-1-carboxamide ClC=1C(=NC(=NC1)NC1CC(C1)C(=O)NC)C=1C=NN(C1)C1=CNC(C=C1)=O